2,3-dihydro-pyrrolo[2,3-b]pyridine-2-carboxamide N1C(CC=2C1=NC=CC2)C(=O)N